O=C1NC(CCC1N1C(C2=CC=C(C=C2C1)N1CCN(CC1)CCC1CCN(CC1)CCOC1=CC=C(C=C1)\C(=C(/CC)\C1=CC=CC=C1)\C1=CC=C(C=C1)B(O)O)=O)=O (E)-(4-(1-(4-(2-(4-(2-(4-(2-(2,6-dioxopiperidin-3-yl)-1-oxoisoindolin-5-yl)piperazin-1-yl)ethyl)piperidin-1-yl)ethoxy)phenyl)-2-phenylbut-1-en-1-yl)phenyl)boronic acid